6-bromo-2-chlorothieno[2,3-d]pyrimidin-4-ol BrC1=CC2=C(N=C(N=C2O)Cl)S1